ClC=1C=C(C(=NC1)OC)S(=O)(=O)NC1=C(C(=C(C=C1)F)C#CC=1C=NC(=NC1)N[C@@H]1CC[C@H](CC1)O)F 5-Chloro-N-(2,4-difluoro-3-((2-((trans-4-Hydroxycyclohexyl)amino)pyrimidin-5-yl)ethynyl)phenyl)-2-methoxypyridin-3-sulfonamid